[N+](=O)([O-])C1=CC=C(C=C1)OC([C@@H](NC(=O)OC(C)(C)C)C(C)C)=O (tert-butoxycarbonyl)-L-valine 4-nitrophenyl ester